NC1=C(C(=NN1C)C1CC2CC(CC2C1)(O)C(C(=O)OCC)(F)F)C(NC1=CC(=C(C=C1)F)Cl)=O ethyl 2-(5-(5-amino-4-((3-chloro-4-fluorophenyl)carbamoyl)-1-methyl-1H-pyrazol-3-yl)-2-hydroxyoctahydropentalen-2-yl)-2,2-difluoroacetate